C(C)(C)C1NC(CC1)=O 2-isopropyl-5-oxopyrrolidine